ClC1=NC(=C2N=CN(C2=N1)[C@H]1C=C[C@@](O1)(C#C)CO)OC ((2R,5R)-5-(2-chloro-6-methoxy-9H-purin-9-yl)-2-ethynyl-2,5-dihydrofuran-2-yl)methanol